2-(1-(fluoromethyl)-2-oxabicyclo[2.1.1]Hex-4-yl)-7-isopropoxyimidazo[1,2-a]Pyrimidine-6-carboxylic acid FCC12OCC(C1)(C2)C=2N=C1N(C=C(C(=N1)OC(C)C)C(=O)O)C2